BrC=1C=C(C=2N(C1)N=CC2C#N)N2C[C@@H](CC2)NC(OC(C)(C)C)=O (R)-tert-butyl (1-(6-bromo-3-cyanopyrazolo[1,5-a]pyridin-4-yl)pyrrolidin-3-yl)carbamate